biphenyl-2-yl borate B(OC1=C(C=CC=C1)C1=CC=CC=C1)([O-])[O-]